3-Ethyl-5-methyl-1-((5-(2,4,5-trifluoro-3-hydroxyphenyl)-1,3,4-thiadiazol-2-yl)methyl)pyrimidine C(C)N1CN(C=C(C1)C)CC=1SC(=NN1)C1=C(C(=C(C(=C1)F)F)O)F